S1CC=CC2=C1C=CC=C2 benzothiaine